[4-methyl-3-(2-{[(S)-[(3R)-7-methyl-1,2,3,4-tetrahydro-1,5-naphthyridin-3-yl](phenyl)methyl]amino}ethyl)phenyl]acetic acid CC1=C(C=C(C=C1)CC(=O)O)CCN[C@H](C1=CC=CC=C1)[C@H]1CNC2=CC(=CN=C2C1)C